CC1=C(C(=O)P([O-])(=O)CC)C(=CC(=C1)C)C 2,4,6-Trimethylbenzoylethylphosphinat